3-(5-(7-((4'-chloro-5,5-dimethyl-3,4,5,6-tetrahydro-[1,1'-biphenyl]-2-yl)methyl)-2,7-diazaspiro[3.5]nonane-2-carbonyl)-1-oxoisoindolin-2-yl)piperidine-2,6-dione ClC1=CC=C(C=C1)C1=C(CCC(C1)(C)C)CN1CCC2(CN(C2)C(=O)C=2C=C3CN(C(C3=CC2)=O)C2C(NC(CC2)=O)=O)CC1